potassium diphenylsulfon C1(=CC=CC=C1)S(=O)(=O)C1=CC=CC=C1.[K]